C(#N)CC12CC(C1)(C2)N2C(N1[C@@H](CN(CC1)C(=O)OC(C)(C)C)C2)=O tert-butyl (R)-2-(3-(cyanomethyl)bicyclo[1.1.1]pentan-1-yl)-3-oxohexahydroimidazo[1,5-a]pyrazine-7(1H)-carboxylate